(R)-6-(1-((6-cyclopropyl-2-methyl-1,7-dioxo-1,2,6,7-tetrahydropyrido[3,4-d]pyridazin-4-yl)amino)ethyl)-1-methyl-1H-indazole-3-carbonitrile C1(CC1)N1C=C2C(=NN(C(C2=CC1=O)=O)C)N[C@H](C)C1=CC=C2C(=NN(C2=C1)C)C#N